2,4-bis(3-(4-(9H-carbazol-9-yl)phenyl)-9H-carbazol-9-yl)-5-(pyridin-2-yl)benzonitrile C1=CC=CC=2C3=CC=CC=C3N(C12)C1=CC=C(C=C1)C=1C=CC=2N(C3=CC=CC=C3C2C1)C1=C(C#N)C=C(C(=C1)N1C2=CC=CC=C2C=2C=C(C=CC12)C1=CC=C(C=C1)N1C2=CC=CC=C2C=2C=CC=CC12)C1=NC=CC=C1